C(CCCCCCCCCCCCC(=O)N)CCCCCCCCCCCC(=O)N Ethylenebislauramid